BrC1=C(N)C=CC(=C1)OC(F)(F)F 2-bromo-4-trifluoromethoxyaniline